C(CC)C1=CC=C(C(=C1)C=1C(=CC=C(C1)CCC)O)O 5,5'-dipropylbiphenyl-2,2'-Diol